C(C)N1C(C2=CC=CC=C2C(=N1)C(=O)N1CCN(CC1)C1=CC(=CC=C1)C(F)(F)F)=O 2-ethyl-4-(4-(3-(trifluoromethyl)phenyl)piperazine-1-carbonyl)phthalazin-1(2H)-one